(2R,6S)-4-{[1-(2-fluoro-6-nitrophenyl)piperidin-4-yl]methyl}-2,6-dimethylmorpholine FC1=C(C(=CC=C1)[N+](=O)[O-])N1CCC(CC1)CN1C[C@H](O[C@H](C1)C)C